CC=1C=C(C=CC1)C1NC(OC1)=O 4-(3-methylphenyl)-oxazolidin-2-one